FC=1C=2N(C=C(C1)B(O)O)C(=C(N2)C(C)(C)O)C(C)C (8-fluoro-2-(2-hydroxypropan-2-yl)-3-isopropylimidazo[1,2-a]pyridin-6-yl)boronic acid